rac-(1S,3S)-3-(6-chloro-1H-pyrazolo[3,4-d]pyrimidin-1-yl)cyclohexan-1-ol ClC1=NC=C2C(=N1)N(N=C2)[C@@H]2C[C@H](CCC2)O |r|